ClC1=CC=C(C=C1)C=1CCN(CC1)S(=O)(=O)N1C=[N+](C=C1)C 1-((4-(4-chlorophenyl)-3,6-dihydropyridin-1(2H)-yl)sulfonyl)-3-methyl-1H-imidazol-3-ium